1,5-difluoro-3-isothiocyanato-2-difluoromethoxybenzene FC1=C(C(=CC(=C1)F)N=C=S)OC(F)F